2-methyl-6,7-dihydro-5H-pyrazolo[5,1-b][1,3]oxazin-3-amine CC1=NN2C(OCCC2)=C1N